C(C)(C)(C)C=1C(=NC=CC1NC(CC1=C(C=CC(=C1)CCCO)O)=O)C(=O)N tert-butyl-4-[[2-[2-hydroxy-5-(3-hydroxypropyl)phenyl]acetyl]amino]pyridine-2-carboxamide